1-(4-((4'-((2-hydroxy-2-methylpropyl)carbamoyl)-[1,1'-biphenyl]-4-yl)methyl)phenyl)-5-methyl-1H-1,2,4-triazole-3-carboxamide OC(CNC(=O)C1=CC=C(C=C1)C1=CC=C(C=C1)CC1=CC=C(C=C1)N1N=C(N=C1C)C(=O)N)(C)C